4-Bromo-5-chloro-6-methyl-3-nitro-1H-indazole BrC1=C2C(=NNC2=CC(=C1Cl)C)[N+](=O)[O-]